C(C)(C)(C)OC(C1=CC=C(C=C1)N1CCN(CC1)CC1=C(CCC(C1)(C)C)C12CC(C1)(C2)C)=O.BrC2=NC=C(C=C2OCOC)Cl bromo-5-chloro-3-(methoxymethoxy)pyridine tert-Butyl-4-(4-((5,5-dimethyl-2-(3-methylbicyclo[1.1.1]pentan-1-yl)cyclohex-1-en-1-yl)methyl)piperazin-1-yl)benzoate